C(C)C=1C=C2C(=CC(=NC2=C(C1)C=1CCN(CC1)C)C)N1C(C2=CC=CC(=C2CC1)C=1C(=NN(C1)C)C(F)(F)F)=O 2-(6-ethyl-2-methyl-8-(1-methyl-1,2,3,6-tetrahydropyridin-4-yl)quinolin-4-yl)-5-(1-methyl-3-(trifluoromethyl)-1H-pyrazol-4-yl)-3,4-dihydroisoquinolin-1(2H)-one